ClC=1C=C(OC2=C(C=C(C=C2)NC(CC2=C(C(=CC=C2C(F)(F)F)Cl)Cl)=O)S(N)(=O)=O)C=CC1 N-[4-(3-chlorophenoxy)-3-sulfamoylphenyl]-2-[2,3-dichloro-6-(trifluoromethyl)phenyl]acetamide